O=C1NC(CCC1N1C(C2=CC=CC(=C2C1=O)NCCOCCOCCOCCC(=O)OC(C)(C)C)=O)=O Tert-butyl 3-(2-(2-(2-((2-(2,6-dioxopiperidin-3-yl)-1,3-dioxoisoindolin-4-yl)amino)ethoxy)ethoxy)ethoxy)propanoate